Methyl 2-(4-cyclopropyl-6-methoxy-pyrimidin-5-yl)-6-[[3-fluoro-4-[1-methyl-4-(trifluoromethyl)imidazol-2-yl]phenyl]methoxy]pyrimidine-4-carboxylate C1(CC1)C1=NC=NC(=C1C1=NC(=CC(=N1)C(=O)OC)OCC1=CC(=C(C=C1)C=1N(C=C(N1)C(F)(F)F)C)F)OC